4-((1R,2S)-2-((cyclopropylmethyl)amino)-cyclopropyl)-N-(1-methyl-1H-pyrazol-4-yl)thiophene-2-carboxamide C1(CC1)CN[C@@H]1[C@H](C1)C=1C=C(SC1)C(=O)NC=1C=NN(C1)C